tert-butyl 3-(4-methyl-2'-(methylthio)-2,3,5',8'-tetrahydro-6'H-spiro[indene-1,7'-quinazolin]-4'-yl)-3,6-diazabicyclo[3.1.1]heptane-6-carboxylate CC1=C2CCC3(CCC=4C(=NC(=NC4C3)SC)N3CC4N(C(C3)C4)C(=O)OC(C)(C)C)C2=CC=C1